4-{3-(cyanomethyl)-3-[4-(7H-pyrrolo[2,3-d]pyrimidin-4-yl)-1H-pyrazol-1-yl]azetidin-1-yl}-N-(2,3,4-trifluorophenyl)piperidine-1-carboxamide C(#N)CC1(CN(C1)C1CCN(CC1)C(=O)NC1=C(C(=C(C=C1)F)F)F)N1N=CC(=C1)C=1C2=C(N=CN1)NC=C2